(R)-N-(2-Fluoro-5-((5-(trifluoromethyl)pyridin-2-yl)oxy)phenyl)-3-methyl-2-oxoimidazolidine-4-carboxamide FC1=C(C=C(C=C1)OC1=NC=C(C=C1)C(F)(F)F)NC(=O)[C@@H]1N(C(NC1)=O)C